COCCS(=O)(=O)C1=CC=C(O1)C(=O)[Li] [5-(2-methoxyethylsulfonyl)furan-2-carbonyl]lithium